5-isopropyl-4-(8-methoxy-7-methyl-[1,2,4]triazolo[1,5-a]pyridin-6-yl)-N1-(1,4-dioxaspiro[4.5]decan-8-yl)benzene-1,2-diamine C(C)(C)C1=C(C=C(C(=C1)NC1CCC2(OCCO2)CC1)N)C=1C(=C(C=2N(C1)N=CN2)OC)C